C1(=CC=CC=C1)C(C)C 2-phenylpropane